pyridin-4-ylmethyl-1,3,5-triazine-2,4,6-triamine N1=CC=C(C=C1)CNC1=NC(=NC(=N1)N)N